C(#N)C=1C(=C(C(=NC1C(C)C)C(=O)NC1=CC=C2C=NN(C2=C1)C=1C=NN(C1)C)C)C 5-Cyano-6-isopropyl-3,4-dimethyl-N-(1-(1-methyl-1H-pyrazol-4-yl)-1H-indazol-6-yl)picolinamide